N-(5-bromo-2-methyl-4-morpholinophenyl)-5-chloropyrazolo[1,5-a]pyrimidine-3-carboxamide BrC=1C(=CC(=C(C1)NC(=O)C=1C=NN2C1N=C(C=C2)Cl)C)N2CCOCC2